ClC1=C2C(=NN(C2=CC=C1)S(=O)(=O)C1=CC=C(C=C1)C(C)(F)F)N1C(CC(C1)(F)F)C1CC1 4-Chloro-3-(2-cyclopropyl-4,4-difluoropyrrolidin-1-yl)-1-((4-(1,1-difluoroethyl)phenyl)sulfonyl)-1H-indazole